ClC1=CC=C(C=C1)NC1=NC(=NC=C1[N+](=O)[O-])OCC N-(4-chlorophenyl)-2-ethoxy-5-nitropyrimidine-4-amine